2-dimethylamino-1-(4-hydroxy-indol-3-yl)-ethanol CN(CC(O)C1=CNC2=CC=CC(=C12)O)C